dihydropyrimidinedicarboxylic acid N1C(N=C(C=C1)C(=O)O)C(=O)O